C(C)[C@H]1CN(CCN1C=1C=NC(=CC1)[N+](=O)[O-])C(=O)OC(C)(C)C (S)-tert-Butyl 3-Ethyl-4-(6-nitropyridin-3-yl)piperazine-1-carboxylate